(6-amino-7-methoxy-1H-indazol-1-yl)acetonitrile NC1=CC=C2C=NN(C2=C1OC)CC#N